C(C1=CC=CC=C1)OC1=C2C(=CN(C2=CC=C1)C1=CC=C(C=C1)F)C(CO)(C)C1=CC=C(C(=O)OC)C=C1 methyl 4-[1-[4-benzyloxy-1-(4-fluorophenyl)indol-3-yl]-2-hydroxy-1-methyl-ethyl]benzoate